N-[2-(4-benzyl-4-hydroxypiperidin-1-yl)ethyl]-2-[4-(trifluoromethoxy)phenyl]imidazo[1,2-a]pyridine-7-carboxamide C(C1=CC=CC=C1)C1(CCN(CC1)CCNC(=O)C1=CC=2N(C=C1)C=C(N2)C2=CC=C(C=C2)OC(F)(F)F)O